FC1=C(CNC(=O)C2NCC(C2)O)C=CC(=C1)C1=C(N=CS1)C N-(2-fluoro-4-(4-methylthiazol-5-yl)benzyl)-4-hydroxypyrrolidine-2-carboxamide